bis(3-(trifluoromethyl)-5-(2-pyridinyl)-1,2,4-triazolyl)dimethylphenylphosphine osmium (II) [Os+2].FC(C1=NN(C(=N1)C1=NC=CC=C1)C=1C(=C(C=CC1)P(C)C)N1N=C(N=C1C1=NC=CC=C1)C(F)(F)F)(F)F